(S)-7-(aminomethyl)-4-(cyclopropylethynyl)-4-(1,1-difluoroethyl)-6-fluoro-3,4-dihydroquinazolin-2(1H)-one NCC1=C(C=C2[C@](NC(NC2=C1)=O)(C(C)(F)F)C#CC1CC1)F